C1(CCCCC1)CCC(=O)N1CCC2(C(C2)CNC(=O)N2CC=3C=NC=CC3C2)CC1 N-[[6-(3-cyclohexylpropanoyl)-6-azaspiro[2.5]octan-2-yl]methyl]-1,3-dihydropyrrolo[3,4-c]pyridine-2-carboxamide